3-(6-bromo-3-(1-methyl-2-(trifluoromethyl)-1H-imidazo[4,5-c]pyridin-7-yl)-2,4-dioxo-3,4-dihydrothieno[3,2-d]pyrimidin-1(2H)-yl)propanenitrile BrC1=CC=2N(C(N(C(C2S1)=O)C=1C2=C(C=NC1)N=C(N2C)C(F)(F)F)=O)CCC#N